N1(C=NC2=C1C=CC=C2)C2=CC=C(C=C2)CNC2=NC=NC(=C2)C2=CN=C1N2C=CC(=C1)OC N-{[4-(1H-1,3-benzodiazol-1-yl)phenyl]methyl}-6-{7-methoxyimidazo[1,2-a]pyridin-3-yl}pyrimidin-4-amine